OCCCC[Si](O[Si](CCCCO)(C)C)(C)C 1,3-bis(4-hydroxybutyl)tetramethyl-disiloxane